C1(CC1)C=1C=CC2=C(C(=NO2)C2=C(C(=CC=3CCCCC23)OC)S(=O)(=O)N)C1 (5-cyclopropylbenzo[d]isoxazol-3-yl)-3-methoxy-5,6,7,8-tetrahydronaphthalene-2-sulfonamide